tetramethylenetetranitramine C1N(CN(CN(CN1[N+](=O)[O-])[N+](=O)[O-])[N+](=O)[O-])[N+](=O)[O-]